tert-butyl-(R)-2-[[[6-bromo-3-[N'-[4-[tert-butyl(dimethyl)silyl]oxy-2-ethyl-phenyl]carbamimidoyl]pyrrolo[1,2-b]pyridazin-4-yl]amino]methyl]pyrrolidine-1-carboxylate C(C)(C)(C)OC(=O)N1[C@H](CCC1)CNC=1C=2N(N=CC1C(N)=NC1=C(C=C(C=C1)O[Si](C)(C)C(C)(C)C)CC)C=C(C2)Br